7-methoxy-3,7-dimethyloctan-1-aldehyde COC(CCCC(CC=O)C)(C)C